ClC=1C=C(C=2C(=C3C(=NC2N1)CCC3)C)NC 2-chloro-N,5-dimethyl-6H,7H,8H-cyclopenta[b]1,8-naphthyridin-4-amine